N1OC=C2C1=NC=N2 imidazo[4,5-c]isoxazole